C(C=C)(=O)N1CC2(C1)CCN(CC2)C2=NC=NC1=CC=C(C=C21)C=2C=CC(=NC2)OC 5-(4-(2-acryloyl-2,7-diazaspiro[3.5]nonan-7-yl)quinazolin-6-yl)-2-methoxypyridine